C(C)(OCC=O)=S 2-oxoethyl ethanethioate